C(C1=CC=CC=C1)N1C[C@H]([C@@H](C1)C1=CC=C(C=C1)OC)C(=O)OC |r| (+/-)-trans-methyl 1-benzyl-4-(4-methoxyphenyl)pyrrolidine-3-carboxylate